ClC1=C(C=NC=C1)N1CC2CN(C(C1)C2)C(=O)OC(C)(C)C tert-butyl 3-(4-chloro-3-pyridyl)-3,6-diazabicyclo[3.2.1]octane-6-carboxylate